4-((S)-3-aminopiperidin-1-yl)-N-(6-(2-fluoro-6-methoxyphenyl)-5-nitropyridin-2-yl)-5-(1-(trifluoromethyl)-1H-pyrazol-4-yl)pyridin-2-amine hydrochloride Cl.N[C@@H]1CN(CCC1)C1=CC(=NC=C1C=1C=NN(C1)C(F)(F)F)NC1=NC(=C(C=C1)[N+](=O)[O-])C1=C(C=CC=C1OC)F